CC1=CC=C(S1)C1=CC(=NN1)C1=C(C2=CC=CC=C2C=C1)O 2-(5-(5-Methylthiophen-2-yl)-1H-pyrazol-3-yl)naphthalen-1-ol